6-bromo-2-methyl-1-(1-(benzenesulfonyl)-1H-pyrrolo[2,3-b]pyridin-4-yl)-1H-benzo[d]imidazole BrC=1C=CC2=C(N(C(=N2)C)C2=C3C(=NC=C2)N(C=C3)S(=O)(=O)C3=CC=CC=C3)C1